BrC1=C(C=C2C(=NC(=NC2=C1F)OC[C@H]1N(CCC1)C)N1CCN(CC1)C(=O)OC(C)(C)C)C=1C=NC=CC1 tert-butyl (S)-4-(7-bromo-8-fluoro-2-((1-methylpyrrolidin-2-yl)methoxy)-6-(pyridin-3-yl)quinazolin-4-yl)piperazine-1-carboxylate